CC1OC2=C(CC1)C=CC=C2 methylbenzoxane